1-(4-(3-bromobenzoyl)phenoxy)cyclopropanecarboxylic acid isopropyl ester C(C)(C)OC(=O)C1(CC1)OC1=CC=C(C=C1)C(C1=CC(=CC=C1)Br)=O